NC([C@H](C)N(C(OC(C)(C)C)=O)C)=O tert-butyl (S)-(1-amino-1-oxopropan-2-yl)(methyl)carbamate